P(=S)(OCCCC)(OCCCC)[S-].[Co+2].C(CCC)OP(=S)(OCCCC)[S-] cobalt O,O-di-n-butyl dithiophosphate